C(#N)C=1C=C(C=CC1OC(C)C)C1=NC(=NO1)C1=C2CC/C(/C2=CC=C1)=N/OCC(=O)O (Z)-2-(((4-(5-(3-cyano-4-isopropoxyphenyl)-1,2,4-oxadiazol-3-yl)-2,3-dihydro-1H-inden-1-ylidene)amino)oxy)acetic acid